BrC1=NC(=CC=C1)[C@H](C)OC (S)-2-bromo-6-(1-methoxyethyl)pyridine